ClC1=NC2=CC=CC=C2C(=N1)Cl 2,4-dichloro-quinazoline